triethylammonium 6-[[4-[2-fluoro-4-[[1-[(4-fluorophenyl)carbamoyl]cyclopropanecarbonyl]amino]phenoxy]-6-methoxy-7-quinolyl]oxy]caproate FC1=C(OC2=CC=NC3=CC(=C(C=C23)OC)OCCCCCC(=O)[O-])C=CC(=C1)NC(=O)C1(CC1)C(NC1=CC=C(C=C1)F)=O.C(C)[NH+](CC)CC